BrCCCCCCCCCCCC 1-Bromo-dodecan